C(C)(C)(C)C=1C(=CC(=C(C1)C(CCC)C1=C(C=C(C(=C1)C(C)(C)C)O)C)C)O 1,1-bis(5-tert-butyl-4-hydroxy-2-methyl-phenyl)butan